2-[(4-{[(methylcarbamoyl)amino]methyl}-1H-1,3-benzodiazol-2-yl)amino]-2-[3-(trifluoromethyl)phenyl]propyl 2,2-dimethylpropanoate CC(C(=O)OCC(C)(C1=CC(=CC=C1)C(F)(F)F)NC1=NC2=C(N1)C=CC=C2CNC(NC)=O)(C)C